acetoxyethyltris(dimethylamino)silane tert-butyl-2-(4-(1-(2,6-bis(benzyloxy)pyridin-3-yl)-3-methyl-2-oxo-2,3-dihydro-1H-benzo[d]imidazol-5-yl)-3-fluorophenyl)acetate C(C)(C)(C)OC(CC1=CC(=C(C=C1)C1=CC2=C(N(C(N2C)=O)C=2C(=NC(=CC2)OCC2=CC=CC=C2)OCC2=CC=CC=C2)C=C1)F)=O.C(C)(=O)OCC[Si](N(C)C)(N(C)C)N(C)C